2-methyl-N-(4-methyl-3-pyridin-2-ylphenyl)cyclopentane-1-carboxamide CC1C(CCC1)C(=O)NC1=CC(=C(C=C1)C)C1=NC=CC=C1